tert-butyl(2-((2-hydroxyethyl)thio)ethyl)(methyl)carbamate C(C)(C)(C)OC(N(C)CCSCCO)=O